O1CC(C1)OCCOC1COC1 ethylene glycol bis(3-oxetanyl) ether